CC1C(NC(C1)=O)=O 3-methyl-pyrrolidine-2,5-dione